4-(2-(4-aminopiperidin-1-yl)ethyl)-2-(2,6-dioxopiperidin-3-yl)isoindoline-1,3-dione NC1CCN(CC1)CCC1=C2C(N(C(C2=CC=C1)=O)C1C(NC(CC1)=O)=O)=O